4-Fluoro-N-(5-((3-methylbutanamidyl)methyl)naphthalen-1-yl)benzamide Tert-Butyl-4-(1,3,3-trimethyl-2-oxo-2,3-dihydro-1H-indol-5-yl)piperidine-1-carboxylate C(C)(C)(C)OC(=O)N1CCC(CC1)C=1C=C2C(C(N(C2=CC1)C)=O)(C)C.FC1=CC=C(C(=O)NC2=CC=CC3=C(C=CC=C23)CNC(CC(C)C)=O)C=C1